6-(2,2-difluoroethoxy)quinoline-4-carboxylic acid methyl ester COC(=O)C1=CC=NC2=CC=C(C=C12)OCC(F)F